N-(4-(4-(5-fluoro-6-(1,2-oxazinan-2-yl)pyridin-2-yl)-1H-1,2,3-triazol-1-yl)-3-(6-azaspiro[2.5]octan-6-yl)phenyl)-2-hydroxyethane-1-sulfonamide FC=1C=CC(=NC1N1OCCCC1)C=1N=NN(C1)C1=C(C=C(C=C1)NS(=O)(=O)CCO)N1CCC2(CC2)CC1